3-azabicyclo[3.1.0]hexane-3-carbonyl chloride C12CN(CC2C1)C(=O)Cl